rac-(2R)-3,3-dimethyl-2-butylamine CC([C@@H](C)N)(C)C |r|